tert-butyl N-[(1R,2R,4S)-4-amino-2-[tert-butyl(dimethyl)silyl]oxy-1-methyl-cyclohexyl]carbamate N[C@@H]1C[C@H]([C@](CC1)(C)NC(OC(C)(C)C)=O)O[Si](C)(C)C(C)(C)C